FC1=C(C=CC(=C1C)F)NC(=O)[C@H]1N(S(CC1)(=O)=O)C1=NC(=CC(=C1)C(F)(F)F)C (3S)-N-(2,4-difluoro-3-methyl-phenyl)-2-[6-methyl-4-(trifluoromethyl)-2-pyridyl]-1,1-dioxo-1,2-thiazolidine-3-carboxamide